C(C)(C)(C)OC(=O)N1CCN(CC1)C1=NC=CC(=C1)[N+](=O)[O-] 4-(4-Nitropyridin-2-yl)piperazine-1-carboxylic acid tert-butyl ester